(1r,4r)-N1,N1-Dibenzyl-N4-(2,2-difluorocyclobutyl)cyclohexane-1,4-diamine C(C1=CC=CC=C1)N(C1CCC(CC1)N[C@H]1C(CC1)(F)F)CC1=CC=CC=C1